(2S)-4-(2-chloro-6-((5-chloro-1-(ethoxycarbonyl)-8-fluoroisochroman-1-yl)methyl)-5-nitropyrimidin-4-yl)-2-(cyanomethyl)piperazine-1-carboxylic acid tert-butyl ester C(C)(C)(C)OC(=O)N1[C@H](CN(CC1)C1=NC(=NC(=C1[N+](=O)[O-])CC1(OCCC2=C(C=CC(=C12)F)Cl)C(=O)OCC)Cl)CC#N